ClC(C(=O)[O-])(Cl)Cl trichloroacetate